C(CCCCCCC)[N+]1=CC=C(C=C1)C 1-octyl-4-methylpyridinium